N-methyl-3-(thiophen-2-yl)propan-1-one-amine CNC(CCC=1SC=CC1)=O